1-(3-Nitrophenyl)azetidine [N+](=O)([O-])C=1C=C(C=CC1)N1CCC1